BrC1=CC=C(C=C1)C(C(C=C)(F)F)O[Si](CC)(CC)CC ((1-(4-bromophenyl)-2,2-difluorobut-3-en-1-yl)oxy)triethylsilane